tert-butyl (1-(2'-(methylcarbamoyl)-[1,1'-biphenyl]-4-yl)-2-oxopiperidin-3-yl)carbamate CNC(=O)C1=C(C=CC=C1)C1=CC=C(C=C1)N1C(C(CCC1)NC(OC(C)(C)C)=O)=O